1,5-Diphenylcarbohydrazide C1(=CC=CC=C1)NNC(=O)NNC1=CC=CC=C1